C(C)(C)(C)OC(=O)N1CCN(CC1)C1=CC(=C(C=C1)C=1C(=NC(=CC1)OCC1=CC=CC=C1)OCC1=CC=CC=C1)OC.CN(C(=O)C=1OC(=CC1)C=1C=NN(C1)C1=CC=CC=C1)C1CCOCC1 N-methyl-N-(oxan-4-yl)-5-(1-phenyl-1H-pyrazol-4-yl)furan-2-carboxamide tert-butyl-4-[4-(2,6-dibenzyloxy-3-pyridyl)-3-methoxy-phenyl]piperazine-1-carboxylate